OCCN(CCCN(CCCC(=O)OCCCCCCCC\C=C/CCCC)CCCC(=O)OCCCCCCCC\C=C/CCCC)CCCC(OCCCCCCCC\C=C/CCCC)=O di((Z)-tetradec-9-en-1-yl) 4,4'-((3-((2-hydroxyethyl)(4-oxo-4-((Z)-tetradec-9-en-1-yloxy)butyl)amino)propyl)azanediyl)dibutanoate